4-(butylamino)-5-oxopyridin C(CCC)NC1C=CN=CC1=O